C1(CC1)C=1C(=C(C=NC1)CC1CCN(CC1)C(=O)OC(C)(C)C)C tert-Butyl 4-((5-cyclopropyl-4-methylpyridin-3-yl)methyl)piperidine-1-carboxylate